(3-methacryloxy-2-hydroxypropoxy)propylbis(trimethylsiloxy)methyl-silane C(C(=C)C)(=O)OCC(COCCC[SiH2]C(O[Si](C)(C)C)O[Si](C)(C)C)O